FC(C1(CCCCC1)CO)(F)F (1-(trifluoromethyl)cyclohexyl)methanol